4,4'-dihydroxydiphenyl sulfoxide C1=CC(=CC=C1O)S(=O)C2=CC=C(C=C2)O